2-chloro-5-fluoro-9H-pyrimido[4,5-b]indole ClC=1N=CC2=C(NC3=CC=CC(=C23)F)N1